C[C@@H]1CN(C[C@H]2N1CCN(C2)C2=CC(=NC=C2)N2CCNCC2)C2=C1C=CC=NC1=C(C=C2)C#N 5-[(4R,9aS)-4-methyl-8-(2-piperazin-1-yl-4-pyridyl)-3,4,6,7,9,9a-hexahydro-1H-pyrazino[1,2-a]pyrazin-2-yl]quinoline-8-carbonitrile